CC1(C2(CSC(CC1)C2)C)C TRIMETHYL-6-THIABICYCLO[3.2.1]OCTANE